ClC1=NN=C2N1C1=CC=CC=C1C(=N2)N(C2=CC(=CC=C2)C#CC(C)(S(=O)(=O)C)C)C chloro-N-methyl-N-[3-(3-methyl-3-methylsulfonyl-but-1-ynyl)phenyl]-[1,2,4]triazolo[4,3-a]quinazolin-5-amine